C(CCCCCCCC)C(C(=O)OCCC1(CCN(CC1)CCCCOCC1=CC=CC=C1)CCOC(C(CCCCCCCCC)CCCCCCCCC)=O)CCCCCCCCC (1-(4-(benzyloxy)butyl)piperidine-4,4-diyl)bis(ethane-2,1-diyl) bis(2-nonylundecanoate)